FC1=CC(=C(C=C1)C=1C2=C(C(=NC1OS(=O)(=O)C(F)(F)F)C=1C=C3CCN(CC3=CC1)C(=O)OC(C)(C)C)C=CS2)OCCOC tert-butyl 6-[7-[4-fluoro-2-(2-methoxyethoxy)phenyl]-6-(trifluoromethyl-sulfonyloxy)thieno[3,2-c]pyridin-4-yl]-3,4-dihydro-1H-isoquinoline-2-carboxylate